FC=1C(N(C=NC1C(C(F)(F)F)(F)F)CC=1C(=NC=C(C1)F)OC)=O 5-fluoro-3-((5-fluoro-2-methoxypyridin-3-yl)methyl)-6-(perfluoroethyl)pyrimidin-4(3H)-one